oxo-6H-pyran-2-carboxamide O=C1C=CC=C(O1)C(=O)N